ClC=1C=C(C(=NC1)C1=NN=C(C2=CC=CC=C12)N[C@H]1CN(CCC1)C)O 5-chloro-2-[4-[[(3R)-1-methyl-3-piperidyl]amino]phthalazin-1-yl]pyridin-3-ol